Cl.NC1(CCCC1)C(=O)N1CCC(CC1)C1=CC=C(C=C1)NC(=O)N1CC2=NC=C(C=C2C1)F N-(4-(1-(1-aminocyclopentane-1-carbonyl)piperidin-4-yl)phenyl)-3-fluoro-5,7-dihydro-6H-pyrrolo[3,4-b]pyridine-6-carboxamide hydrochloride